4,4'-methylenebis-(2,6-di-t-butylphenol) C(C1=CC(=C(C(=C1)C(C)(C)C)O)C(C)(C)C)C1=CC(=C(C(=C1)C(C)(C)C)O)C(C)(C)C